7-methyl-1-phenyl-4-[(1,1,1-trifluoro-ethyl)amino]pyrido[2,3-d]pyrimidin-2(1H)-one CC=1C=CC2=C(N(C(N=C2NCC(F)(F)F)=O)C2=CC=CC=C2)N1